1-[3-(aminooxy)prop-1-yn-1-yl]-2-bromo-4-chlorobenzoic acid NOCC#CC1(C(=O)O)C(C=C(C=C1)Cl)Br